5-fluoro-N,N-diisopropyl-2-((4-(7-(((1r,4r)-4-(methylsulfonamido)cyclohexyl)methyl)-2,7-diazaspiro[3.5]nonan-2-yl)pyrimidin-5-yl)oxy)benzamide Sesquifumaric Acid Salt C(\C=C\C(=O)O)(=O)O.FC=1C=CC(=C(C(=O)N(C(C)C)C(C)C)C1)OC=1C(=NC=NC1)N1CC2(C1)CCN(CC2)CC2CCC(CC2)NS(=O)(=O)C.C(\C=C\C(=O)O)(=O)O.C(\C=C\C(=O)O)(=O)O.FC=2C=CC(=C(C(=O)N(C(C)C)C(C)C)C2)OC=2C(=NC=NC2)N2CC1(C2)CCN(CC1)CC1CCC(CC1)NS(=O)(=O)C